CN([C@@H](CC1=C(C=C(C(=O)NC)C=C1)C)CNC(C[C@@H](C1(CC1)C(F)(F)F)C1=C(C=NC=C1)F)=O)C 4-((S)-2-(dimethylamino)-3-((R)-3-(3-fluoropyridin-4-yl)-3-(1-(trifluoromethyl)cyclopropyl)propanamido)propyl)-N,3-dimethylbenzamide